CC1=C(C(=O)OC)C=CC(=C1)N1CCC(CC1)=O Methyl 2-methyl-4-(4-oxopiperidin-1-yl)benzoate